FC1=C(C(=CC(=C1)\C=C\C1=CC=C(C=C1)N1CCCC1)/C=N/N1CCN(CC1)C)O 2-fluoro-6-((E)-((4-methylpiperazin-1-yl)imino)methyl)-4-((E)-4-(pyrrolidin-1-yl)styryl)phenol